NC1(CC1)C1=CC=C(C=C1)CNC(O[C@H]1[C@H](NC[C@@H]1O)CC1=CC=C(C=C1)OC)=O (2R,3S,4S)-4-hydroxy-2-[(4-methoxyphenyl)methyl]pyrrolidin-3-yl N-{[4-(1-aminocyclopropyl)phenyl]methyl}carbamate